[PH2](=O)[O-] hypophosphite